C(C)N(CC)C=1C(=C(C(=O)N2CCN(CC2)C(C2=C(C(=CC=C2)N(CC)CC)O)=O)C=CC1)O bis-(diethylamino-hydroxybenzoyl)-piperazine